[3-[4-(trifluoromethyl)phenyl]propylidene]hydroxylamine FC(C1=CC=C(C=C1)CCC=NO)(F)F